ClC1=CC(=C(C=O)C(=C1)F)F 4-chloro-2,6-difluorobenzaldehyde